C(C)(C)(C)OC(NC[C@H]1CN(CCC1)C1=NN2C(C=3OCCCC13)=NC(=C2Br)C)=O [(S)-1-(3-Bromo-2-methyl-7,8-dihydro-6H-9-oxa-1,3a,4-triaza-cyclopenta[a]naphthalen-5-yl)-piperidin-3-ylmethyl]-carbamic acid tert-butyl ester